1-hydroxypropan OCCC